1-(1-(4-Chlorophenyl)ethyl)piperazine ClC1=CC=C(C=C1)C(C)N1CCNCC1